2-{6-Cyclopropyl-4-[4-fluoro-2-(4-methyl-1,2,4-triazol-3-yl)phenyl]pyridin-2-yl}-6-(hydroxymethyl)-3H-isoindol-1-one C1(CC1)C1=CC(=CC(=N1)N1C(C2=CC(=CC=C2C1)CO)=O)C1=C(C=C(C=C1)F)C1=NN=CN1C